pyrido[2,1-a]phthalazine-11-carboxylic acid ethyl ester C(C)OC(=O)C=1C=CC=C2C=NN3C(C12)=CC=CC3